tert-Butyl 4-ethoxy-1,3-dimethyl-2-oxo-1,2,5,7-tetrahydro-6H-pyrrolo[3,4-b]pyridine-6-carboxylate C(C)OC=1C2=C(N(C(C1C)=O)C)CN(C2)C(=O)OC(C)(C)C